3-hydroxy-2,6,6-trimethyl-bicyclo[3.1.1]heptyl acrylate C(C=C)(=O)OC12C(C(CC(C1(C)C)C2)O)C